FC1=C(C=C(C(=C1)OC)C(=O)C1=CNC2=CC=CC=C12)N1C(NC=2C(C1=O)=C(SC2)C(=O)O)=O 3-{2-fluoro-5-[(1H-indol-3-yl)carbonyl]-4-methoxyphenyl}-2,4-dioxo-1H-thieno[3,4-d]pyrimidine-5-carboxylic acid